8-hydroxyquinolineacetonitrile OC=1C=CC=C2C=CC(=NC12)CC#N